OCC(N1C[C@H](CCC1)C)C1=CC(=C2CN(C(C2=C1)=O)C1=CC(=CC=C1)C1(CC(C1)C)C1=NN=CN1C)SC 6-{2-hydroxy-1-[(3S)-3-methylpiperidin-1-yl]ethyl}-4-(methylsulfanyl)-2-{3-[(1r,3s)-3-methyl-1-(4-methyl-1,2,4-triazol-3-yl)cyclobutyl]phenyl}-3H-isoindol-1-one